(R)-3-((2-Chloro-5-(ethoxymethyl)pyrimidin-4-yl)oxy)-10-methyl-9,10,11,12-tetrahydro-8H-[1,4]diazepino[5',6':4,5]thieno[3,2-f]quinoxalin-8-one ClC1=NC=C(C(=N1)OC1=NC=2C=CC3=C(C2N=C1)C1=C(S3)C(N[C@@H](CN1)C)=O)COCC